2-tert-Butyl-N-[(5-chloro-2-hydroxy-phenyl)methyl]-1H-benzimidazole-5-carboxamide C(C)(C)(C)C1=NC2=C(N1)C=CC(=C2)C(=O)NCC2=C(C=CC(=C2)Cl)O